6-[2,6-bis(2,4-dimethylphenyl)-1H-1,3,5-triazin-4-ylidene]-3-octoxycyclohexa-2,4-dien-1-one CC1=C(C=CC(=C1)C)C=1NC(=NC(N1)=C1C=CC(=CC1=O)OCCCCCCCC)C1=C(C=C(C=C1)C)C